1-(tert-butyl) 2-methyl (4R)-2-(2-(chloromethyl)allyl)-4-methoxypyrrolidine-1,2-dicarboxylate ClCC(CC1(N(C[C@@H](C1)OC)C(=O)OC(C)(C)C)C(=O)OC)=C